FC1=C(C=CC=2C3=C(C(OC12)=O)O[C@]([C@H]3C)(C(F)(F)F)C)F |r| rac-(1s,2r)-6,7-difluoro-1,2-dimethyl-2-(trifluoromethyl)-1H-furo[2,3-c]chromen-4-one